N-(1-((tert-butyldimethylsilyl)oxy)-1-(1-trityl-1H-imidazol-4-yl)propan-2-yl)-2-chloroacetamide [Si](C)(C)(C(C)(C)C)OC(C(C)NC(CCl)=O)C=1N=CN(C1)C(C1=CC=CC=C1)(C1=CC=CC=C1)C1=CC=CC=C1